C(C)OC(C1=C(C(=CC(=C1)C(=O)C1(CCOCC1)F)F)C(C1=CC=C(C=C1)Cl)=O)=O 2-(4-chlorobenzoyl)-3-fluoro-5-(4-fluorotetrahydro-2H-pyran-4-carbonyl)benzoic acid ethyl ester